NC1=NC=CC=C1C1=NC=2C(=NC(=CC2)C(=O)N(C)C)N1C1=CC=C(C=C1)CN1CCC(CC1)NC1=NC(=NC=C1)C#N 2-(2-Aminopyridin-3-yl)-3-(4-((4-((2-cyanopyrimidin-4-yl)amino)piperidin-1-yl)methyl)phenyl)-N,N-dimethyl-3H-imidazo[4,5-b]pyridine-5-carboxamide